C(#N)C1=C(C=CC(=C1)F)SC=1C=2N(C=C(C1)C=1C=NN(C1C)C1CCN(CC1)C([C@H](C)O)=O)N=CC2C#N (S)-4-((2-cyano-4-fluorophenyl)thio)-6-(1-(1-(2-hydroxypropanoyl)piperidin-4-yl)-5-methyl-1H-pyrazol-4-yl)pyrazolo[1,5-a]pyridine-3-carbonitrile